O[C@]1(CC\C=C\[C@@H](CC1)OC(NC1=CC=C2C(=CC(OC2=C1)=O)C)=O)C(=O)OC Methyl (1S,4E,6R)-1-hydroxy-6-{[(4-methyl-2-oxo-2H-chromen-7-yl)carbamoyl]oxy}cyclooct-4-ene-1-carboxylate